C(C)(C)N1N=CC(=C1)C1=C2C(=NC=C1)N(N=C2CNC(C=C)=O)C2=CC=C(C=C2)OC(F)(F)F N-[[4-(1-isopropylpyrazol-4-yl)-1-[4-(trifluoromethoxy)phenyl]pyrazolo[3,4-b]pyridin-3-yl]methyl]prop-2-enamide